((1S,6R,7R)-3-(3-(2,4-dimethyl-2H-indazol-5-yl)-1H-pyrazolo[3,4-b]pyrazin-6-yl)-7-(2-(trifluoromethyl)phenyl)-3-azabicyclo[4.1.0]heptan-7-yl)methanamine CN1N=C2C=CC(=C(C2=C1)C)C1=NNC2=NC(=CN=C21)N2C[C@@H]1[C@]([C@@H]1CC2)(C2=C(C=CC=C2)C(F)(F)F)CN